tert-butyl-[(2S)-4-benzyl-5,5-dimethylmorpholin-2-yl]methanol C(C)(C)(C)C(O)[C@@H]1CN(C(CO1)(C)C)CC1=CC=CC=C1